C(C)(C)(C)OC(N[C@@H](CCN1N=C(C=2C(=NC=CC21)N)Br)C)=O N-[(1R)-3-(4-amino-3-bromo-pyrazolo[4,3-c]pyridin-1-yl)-1-methyl-propyl]carbamic acid tert-butyl ester